C(C)(C)(C)NC(C(=O)C1=C(C(=C(N1C)C)C(=O)NC1=CC(=NC=C1)F)C)=O 5-(2-(tert-butylamino)-2-oxoacetyl)-N-(2-fluoropyridin-4-yl)-1,2,4-trimethyl-1H-pyrrole-3-carboxamide